(2s,4s)-2-((1r,6s)-6-(4-(trifluoromethyl)phenyl)-3-azabicyclo[4.1.0]heptane-3-carbonyl)-7-oxa-5-azaspiro[3.4]octan-6-one FC(C1=CC=C(C=C1)[C@]12CCN(C[C@@H]2C1)C(=O)C1CC2(C1)NC(OC2)=O)(F)F